C[C@@H]1N(CCN(C1)C)C=1C=CC(=C(C(=O)N)C1)[N+](=O)[O-] (S)-5-(2,4-dimethylpiperazin-1-yl)-2-nitrobenzamide